(1,2-ethanediyldiimino)bis[ethanol] C(CNCCO)NCCO